OC1=C(C(=CC=2C(C3=C(C(=CC=C3C(C12)=O)OC)OC)=O)O)C 1,3-dihydroxyl-5,6-dimethoxy-2-methylanthraquinone